CCC(COC(=O)CS)(COC(=O)CS)COC(=O)CS trimethylolpropane tris(2-mercapto-acetate)